FC(C1=C(C=C(C=C1)C(F)(F)F)NC(=O)C1[C@]2(C)[C@@H](CC1)[C@@H]1CCC3NC(C=C[C@]3(C)[C@H]1CC2)=O)(F)F N-{2,5-bis(trifluoromethyl)phenyl}-3-oxo-4-azaandrost-1-ene-17-formamide